trans-2'-((6-(((1r,3r)-3-hydroxycyclobutyl)amino)pyrimidin-4-yl)amino)-4'-methyl-5'-oxo-5',6'-dihydrospiro[cyclohexane-1,7'-pyrrolo[3,4-b]pyridine] 1'-oxide O[C@@H]1C[C@H](C1)NC1=CC(=NC=N1)NC1=CC(=C2C(=[N+]1[O-])C1(NC2=O)CCCCC1)C